O=C1NC(CCC1C1=NN(C2=CC(=CC=C12)N[C@H]1[C@@H](CN(CC1)C1=NC=C(C(=N1)NC=1C=C2CC(N(C2=CC1)C)=O)C#N)OC)C)=O 2-((3R,4R)-4-((3-(2,6-dioxopiperidin-3-yl)-1-methyl-1H-indazol-6-yl)amino)-3-methoxypiperidin-1-yl)-4-((1-methyl-2-oxoindolin-5-yl)amino)pyrimidine-5-carbonitrile